CC1(C(C(C2=CC=CC=C12)(C)C)(C)C)C 1,1,2,2,3,3-hexamethylindane